[Mg+2].[Cl-].[Ca+2].[Cl-].[Cl-].[Cl-] calcium chloride magnesium